Magnesium boron chloride B(Cl)(Cl)Cl.[Mg]